2,4,6-triisobutylphenol C(C(C)C)C1=C(C(=CC(=C1)CC(C)C)CC(C)C)O